(S)-4-((1R,3R,5S,6S)-6-(1-isopropyl-3-(5-(trifluoromethyl)pyridin-3-yl)-1H-pyrazol-5-yl)bicyclo[3.1.0]hexane-3-yl)-3-methylmorpholine C(C)(C)N1N=C(C=C1C1[C@H]2CC(C[C@@H]12)N1[C@H](COCC1)C)C=1C=NC=C(C1)C(F)(F)F